tert-butyl (3S,5S)-3-[[4-[4-(4-amino-2,5-difluoro-phenoxy)-2-methyl-thiazol-5-yl]pyrimidin-2-yl]amino]-5-fluoro-piperidine-1-carboxylate NC1=CC(=C(OC=2N=C(SC2C2=NC(=NC=C2)N[C@@H]2CN(C[C@H](C2)F)C(=O)OC(C)(C)C)C)C=C1F)F